5,7-dichloro-8-fluoro-2-(methylthio)pyrido[4,3-d]pyrimidin-4-ol ClC1=NC(=C(C=2N=C(N=C(C21)O)SC)F)Cl